Cl.Cl.NC1=NC=2C3=C(C(CC2C=N1)(C)C)C(=NN3)C(=O)NC=3SC=C(N3)CN3C[C@@H](CC3)N(C)C 8-amino-N-(4-{[(3R)-3-(dimethylamino)pyrrolidin-1-yl]methyl}-1,3-thiazol-2-yl)-4,4-dimethyl-4,5-dihydro-1H-pyrazolo[4,3-H]quinazoline-3-carboxamide dihydrochloride